FC1(CN(C1)C(CN1N=CC2=NC=C(C=C21)C2=CC(=NC=C2)C(F)(F)F)=O)F 1-(3,3-Difluoroazetidin-1-yl)-2-[6-[2-(trifluoromethyl)-4-pyridyl]pyrazolo[4,3-b]pyridin-1-yl]ethanone